CC1=NC=NC(=C1)C1=CC=CC2=CC=CC=C12 4-methyl-6-(1-naphthyl)pyrimidine